NC1=C(C=C(C=N1)C=1C=C2N(N1)CC[C@]21CN(CC1)C(=O)NCC)OC1CCC=2C1=NC=CC2 (3R)-2'-[6-amino-5-(6,7-dihydro-5H-cyclopenta[b]pyridin-7-yloxy)pyridin-3-yl]-N-ethyl-5',6'-dihydro-1H-spiro[pyrrolidine-3,4'-pyrrolo[1,2-b]pyrazole]-1-carboxamide